4-methylcyclohexane-1,2-diamine CC1CC(C(CC1)N)N